6-((5-methoxypyridin-3-yl)methyl)-N-(3-(trifluoromethyl)phenyl)-4,5,6,7-tetrahydrothieno[2,3-c]pyridine-3-carboxamide COC=1C=C(C=NC1)CN1CC2=C(CC1)C(=CS2)C(=O)NC2=CC(=CC=C2)C(F)(F)F